(hydroxymethyl)azetidin-2-one OCN1C(CC1)=O